5H-dibenzo[a,g]quinolizine C1=CC=CC2=C1C1=CC3=C(CN1CC2)C=CC=C3